NC(C)C1=CC=CC=C1 1-amino-1-phenylethane